(S)-N-(3-(2-((1,5-dimethyl-1H-pyrazol-3-yl)amino)-5-methylpyrimidin-4-yl)-1H-indol-7-yl)-2-(3-((4-(methylamino)pyrimidin-2-yl)oxy)pyrrolidin-1-yl)acetamide CN1N=C(C=C1C)NC1=NC=C(C(=N1)C1=CNC2=C(C=CC=C12)NC(CN1C[C@H](CC1)OC1=NC=CC(=N1)NC)=O)C